tetramethylene bis-(azidoformate) N(=[N+]=[N-])C(=O)OCCCCOC(=O)N=[N+]=[N-]